ClC1=C2C=CC=NC2=C(C(=C1)CNC1CCCCC1)O 5-Chloro-7-((Cyclohexylamino)methyl)chinolin-8-ol